C[C@@H]1CN(C[C@@H](O1)C)C(=O)C=1C2=C(N(N1)CC(=O)N1CCC(CC1)C=1C(=C(C#N)C=CC1)C)CCC2 3-[1-({3-[(2R,6S)-2,6-dimethylmorpholine-4-carbonyl]-5,6-dihydrocyclopenta[c]pyrazol-1(4H)-yl}acetyl)piperidin-4-yl]-2-methylbenzonitrile